FC(C1=CC=C(C=N1)NC1CCC2=CC(=CC=C12)NC(C=C)=O)(F)F N-(1-((6-(trifluoromethyl)pyridin-3-yl)amino)-2,3-dihydro-1H-inden-5-yl)acrylamide